pentamethylcyclopentadienyl-(1-isobutyl-5,6-dimethylindenyl)hafnium CC1=C(C(=C(C1([Hf]C=1C(C2=CC(=C(C=C2C1)C)C)CC(C)C)C)C)C)C